FC(C=1OC(=NN1)C=1C=NC(=CC1)COC=1C=2N(C=CN1)C=CN2)F 2-(difluoromethyl)-5-(6-((imidazo[1,2-a]pyrazin-8-yloxy)methyl)pyridin-3-yl)-1,3,4-oxadiazole